O=C(CC(=O)OCC(COC(CC(C)=O)=O)(COC(CC(C)=O)=O)COC(CC(C)=O)=O)C 3-oxobutanoic acid [3-(3-oxobutanoyloxy)-2,2-bis(3-oxobutanoyloxymethyl) propyl] ester